ethyl 5-[tert-butoxycarbonyl(methyl)amino]-3-iodo-5-methyl-6,7-dihydro-4H-2-benzothiophene-1-carboxylate C(C)(C)(C)OC(=O)N(C1(CC=2C(=C(SC2I)C(=O)OCC)CC1)C)C